L-4-methoxyphenylethyl-magnesium bromide COC1=CC=C(C=C1)CC[Mg]Br